1-(4-((4-((4-((2-((3R,4R)-3,4-dimethoxypyrrolidin-1-yl)pyridin-4-yl)oxy)-2-fluorophenyl)amino)-7-methoxyquinazolin-6-yl)amino)piperidin-1-yl)prop-2-en-1-one CO[C@@H]1CN(C[C@H]1OC)C1=NC=CC(=C1)OC1=CC(=C(C=C1)NC1=NC=NC2=CC(=C(C=C12)NC1CCN(CC1)C(C=C)=O)OC)F